N1=CC(=CC=C1)C=C 1-(pyridin-3-yl)-ethylene